Methyl 6-chloro-1-(tetrahydro-2H-pyran-2-yl)-1H-pyrazolo[3,4-b]pyridine-3-carboxylate ClC1=CC=C2C(=N1)N(N=C2C(=O)OC)C2OCCCC2